C(#N)C1=CC=C(CNC(=O)C2=NN(C=3C(NCCC32)=O)C)C=C1 N-(4-cyanobenzyl)-1-Methyl-7-oxo-4,5,6,7-tetrahydro-1H-pyrazolo[3,4-c]Pyridine-3-carboxamide